diethoxymethyl-(2-isopropenylphenyl)silane bismuth [Bi].C(C)OC(OCC)[SiH2]C1=C(C=CC=C1)C(=C)C